palladium(IV) hydroxide [Pd](O)(O)(O)O